2-(6,6-difluoro-2-azaspiro[3.3]heptane-2-yl)-4-phenylpyridine FC1(CC2(CN(C2)C2=NC=CC(=C2)C2=CC=CC=C2)C1)F